[N+](=O)([O-])C1=C(OCCOC2=C(C=CC=C2)[N+](=O)[O-])C=CC=C1 1,2-di(o-nitrophenoxy)ethane